M-methyl-N3-(3-phenoxyphenethyl)propane-1,3-diamine CC1(CC(CCNCCCN)=CC=C1)OC1=CC=CC=C1